methyl (2S,4R)-4-((tert-butyldiphenylsilyl)oxy)pyrrolidine-2-carboxylate [Si](C1=CC=CC=C1)(C1=CC=CC=C1)(C(C)(C)C)O[C@@H]1C[C@H](NC1)C(=O)OC